CN1N=C2C(=C1C(=O)OCC)CCC2 ethyl 2-methyl-2,4,5,6-tetrahydrocyclopenta[c]pyrazole-3-carboxylate